CC(C)(C)OC(N[C@H](C(C(NCCOC1=CC=CC=C1)=O)O)CC(C)C)=O (1S)-2-hydroxy-1-(2-methylpropyl)-3-oxo-3-(2-phenoxyethyl)aminopropyl-carbamic acid 1,1-dimethylethyl ester